BrC1=C(C=C2CN(C(C2=C1)=O)C1C(NC(CC1)=O)=O)CN1CCN(CC1)C1=CC=C(C(=O)NC2=CC(=C(C=C2)C)NC2=NC=CC(=N2)C=2C=NC=CC2)C=C1 4-(4-((6-bromo-2-(2,6-dioxopiperidin-3-yl)-1-oxoisoindolin-5-yl)methyl)piperazin-1-yl)-N-(4-methyl-3-((4-(pyridin-3-yl)pyrimidin-2-yl)amino)phenyl)benzamide